Lauryldimethyl-amine C(CCCCCCCCCCC)N(C)C